2-(3-((3-chlorophenyl)diphenylsilyl)phenyl)-4,6-diphenyl-1,3,5-triazine ClC=1C=C(C=CC1)[Si](C=1C=C(C=CC1)C1=NC(=NC(=N1)C1=CC=CC=C1)C1=CC=CC=C1)(C1=CC=CC=C1)C1=CC=CC=C1